C(C=C)OC1=NC(=NC(=N1)OCC=C)NCCCCCCCC 4,6-diallyloxy-N-octyl-1,3,5-triazine-2-amine